[Zr].C(C)CC(CC(=O)OOCCCC)=O.C(C)CC(CC(=O)OOCCCC)=O dibutoxy bis(ethylacetoacetate) zirconium